4-(2-Methoxy-6-nitro-phenyl)morpholine COC1=C(C(=CC=C1)[N+](=O)[O-])N1CCOCC1